ClC=1C(=C2C(=NC1)NC(=N2)C2=C(C=C(C=C2)N2CCN(CC2)CCOC)F)NC2CCN(CC2)C 6-Chloro-2-{2-fluoro-4-[4-(2-methoxyethyl)piperazin-1-yl]phenyl}-N-(1-methylpiperidin-4-yl)-3H-imidazo[4,5-b]pyridin-7-amine